CC1=NOC(=C1C1=CC=C2C=3N(C(COC31)C3=CC=C(C=C3)F)C(N2)=O)C 7-(3,5-Dimethylisoxazol-4-yl)-4-(4-fluorophenyl)-4,5-dihydroimidazo[1,5,4-de][1,4]benzoxazin-2(1H)-one